monochlorodiphenyl-tin Cl[Sn](C1=CC=CC=C1)C1=CC=CC=C1